(R)-2-Cyclopropylethyl-6-isopropylphenol C1(CC1)CCC1=C(C(=CC=C1)C(C)C)O